3-(6-fluoro-1H-indol-3-yl)-4-methylpyrrolidine-1-carboxylic acid tert-butyl ester C(C)(C)(C)OC(=O)N1CC(C(C1)C)C1=CNC2=CC(=CC=C12)F